OC1=CC=C(C=C1)C12CC3(CC(CC(C1)(C3)C(C)C)(C2)C)C2=CC=C(C=C2)O 1,3-bis(4-hydroxyphenyl)-5-methyl-7-isopropyl-adamantane